1-((S)-2-(3-((2-((3S,4R)-3-fluoro-4-methoxypiperidin-1-yl)pyrimidin-4-yl)amino)-8-(3-((methylsulfonyl)methyl)azetidin-1-yl)isoquinolin-5-yl)piperidin-1-yl)prop-2-en-1-one F[C@H]1CN(CC[C@H]1OC)C1=NC=CC(=N1)NC=1N=CC2=C(C=CC(=C2C1)[C@H]1N(CCCC1)C(C=C)=O)N1CC(C1)CS(=O)(=O)C